COC(C1=NC=CC(=C1)N1N=NC(=C1)C1=CC=C(C=C1)OC1=CC=CC=C1)=O.C(C)C(CC1=CC=C(S1)C1=C2C(=C(C3=NSN=C31)C=3SC(=CC3)CC(CCCC)CC)N=C(N2)C2=CC=C(C=C2)C2=NC=3C(=C(C=1C(=NSN1)C3C=3SC(=CC3)CC(CCCC)CC)C=3SC(=CC3)CC(CCCC)CC)N2)CCCC 1,4-bis(4,8-bis(5-(2-ethylhexyl)thiophen-2-yl)-5H-imidazo[5,4-f]-2,1,3-benzothiadiazol-6-yl)benzene Methyl-4-(4-(4-phenoxyphenyl)-1H-1,2,3-triazol-1-yl)picolinate